[C@@H](C(=O)O)(C(F)(F)F)N trifluoroalanine